3,5,7,4'-Tetrahydroxy-3'-methoxyflavone OC1=C(OC2=CC(=CC(=C2C1=O)O)O)C1=CC(=C(C=C1)O)OC